Acrylic acid dicyclopentenyloxyethyl ester C1(=CCCC1)OC(COC(C=C)=O)OC1=CCCC1